(3R,5S)-5-(hydroxymethyl)-5-methylpyrrolidine-3-ol hydrochloride Cl.OC[C@@]1(C[C@H](CN1)O)C